NC1=C(OCC#CC=2N(C3=CC=CC(=C3C2)NC2CCC(CC2)N(C)C)CC(F)(F)F)C=CC(=C1)S(=O)(=O)C (1S,4S)-N4-{2-[3-(2-amino-4-methane-sulfonylphenoxy)prop-1-yn-1-yl]-1-(2,2,2-trifluoroethyl)-1H-indol-4-yl}-N1,N1-dimethylcyclohexane-1,4-diamine